FC1=C(C=CC=C1)C1(CCNCC1)C#N 4-(2-fluorophenyl)piperidine-4-carbonitrile